6-Bromo-1-(2-methyl-1-((2-(trimethylsilyl)ethoxy)methyl)-1H-imidazol-5-yl)-1H-indazole BrC1=CC=C2C=NN(C2=C1)C1=CN=C(N1COCC[Si](C)(C)C)C